6-(3-(((1S,2R,3R,5R)-2-fluoro-9-azabicyclo[3.3.1]nonan-3-yl)(methyl)amino)-1,2,4-triazin-6-yl)isoquinolin-7-ol F[C@@H]1[C@@H]2CCC[C@H](C[C@H]1N(C=1N=NC(=CN1)C=1C=C3C=CN=CC3=CC1O)C)N2